C(C)(=O)NCCN(CC[C@@H](C(=O)O)NC(=O)OCC1=CC=CC=C1)CCCCC1=NC=2NCCCC2C=C1 (S)-4-((2-acetamidoethyl)(4-(5,6,7,8-tetrahydro-1,8-naphthyridin-2-yl)butyl)amino)-2-(((benzyloxy)carbonyl)amino)butanoic acid